BrC1=C(C(=C(C=C1)N(C(OC(C)(C)C)=O)C(=O)OC(C)(C)C)[N+](=O)[O-])Cl tert-Butyl N-(4-bromo-3-chloro-2-nitrophenyl)-N-[(tert-butoxy)carbonyl]carbamate